ethyl (S)-2-(tert-butyldimethylsilyloxy)propionate [Si](C)(C)(C(C)(C)C)O[C@H](C(=O)OCC)C